N-(2-((2-(dimethylamino)ethyl)(methyl)amino)-4-isopropoxy-5-((6-((2-(1-methyl-1H-pyrazol-3-yl)phenyl)amino)pyrimidin-4-yl)amino)phenyl)acrylamide CN(CCN(C1=C(C=C(C(=C1)OC(C)C)NC1=NC=NC(=C1)NC1=C(C=CC=C1)C1=NN(C=C1)C)NC(C=C)=O)C)C